2-(2-(Benzyloxy)-6-methyl-4-(trifluoromethoxy)phenyl)-4,4,5,5-tetramethyl-1,3,2-dioxaborolane C(C1=CC=CC=C1)OC1=C(C(=CC(=C1)OC(F)(F)F)C)B1OC(C(O1)(C)C)(C)C